C(C1=CC=CC=C1)ON[C@@H]1CCCNC1 (2R,5R)-5-(benzyloxyamino)-piperidine